hydroxy-2-phenyl-2,3-dihydrobenzofuran OC1(OC2=C(C1)C=CC=C2)C2=CC=CC=C2